benzyl(chloromethyl)sulfide C(C1=CC=CC=C1)SCCl